2-chloro-6-trifluoromethylbenzenesulfonamide ClC1=C(C(=CC=C1)C(F)(F)F)S(=O)(=O)N